tert-butyl (R)-7-(5-((1-(tert-butoxycarbonyl)pyrrolidin-3-yl)(cyclopropyl)amino)pentyl)-3,4-dihydro-1,8-naphthyridine-1(2H)-carboxylate C(C)(C)(C)OC(=O)N1C[C@@H](CC1)N(CCCCCC1=CC=C2CCCN(C2=N1)C(=O)OC(C)(C)C)C1CC1